CS(=O)(=O)C1=CC=C(CC2CN(C3=CC=CC=C23)CO)C=C1 (3-(4-(methylsulfonyl)benzyl)indolin-1-yl)methanol